CCCCCCP(=O)(O)O n-hexylphosphonic acid